(6-fluoro-2,4-bis((2-methylpyrimidin-5-yl)oxy)-9H-pyrimido[4,5-b]indol-8-yl)(methyl)carbamic acid tert-butyl ester C(C)(C)(C)OC(N(C)C=1C=C(C=C2C3=C(NC12)N=C(N=C3OC=3C=NC(=NC3)C)OC=3C=NC(=NC3)C)F)=O